BrC1=CC=C(C=C1)N1[C@@H]2CN[C@H](C1)C2 (1S,4S)-2-(4-bromophenyl)-2,5-diazabicyclo[2.2.1]heptane